[4-{1-(dibenzofuran-3-yl)naphthalen-2-yl}phenyl]-phenylamine C1=CC(=CC=2OC3=C(C21)C=CC=C3)C3=C(C=CC2=CC=CC=C32)C3=CC=C(C=C3)NC3=CC=CC=C3